CN1C(=NC=C1)C(=O)N1C(C2=C(N=C(N=C2)C2=NC=CC=C2)CC1)C (1-methylimidazol-2-yl)-[5-methyl-2-(2-pyridyl)-7,8-dihydro-5H-pyrido[4,3-d]pyrimidin-6-yl]methanone